BrC1=CC(=CC(=C1)C)CCl 1-bromo-3-(chloromethyl)-5-methylbenzene